4-(3-cyclopentyl-1,1-difluoroprop-1-en-2-yl)-1,1'-biphenyl C1(CCCC1)CC(=C(F)F)C1=CC=C(C=C1)C1=CC=CC=C1